C(CCC)[C@H]1N(S(C2=C(N(C1)C1=CC=CC=C1)C=C(C(=C2)O\C=C(\C(=O)OCC)/F)SC)(=O)=O)C ethyl (R)-(Z)-3-((3-butyl-2-methyl-7-(methylthio)-1,1-dioxido-5-phenyl-2,3,4,5-tetrahydro-1,2,5-benzothiadiazepin-8-yl)oxy)-2-fluoroacrylate